(((7-(5-(chlorodifluoromethyl)-1,2,4-oxadiazol-3-yl)imidazo[1,2-a]pyridin-2-yl)methyl)imino)(cyclopropylmethyl)(methyl)-λ6-sulfanone ClC(C1=NC(=NO1)C1=CC=2N(C=C1)C=C(N2)CN=S(=O)(C)CC2CC2)(F)F